azaspiro[4.5]decane-3-carboxamide N1CC(CC12CCCCC2)C(=O)N